benzyl 1-[4-(3,4-dichloro-2-fluoro-anilino)pyrido[3,2-d]pyrimidin-6-yl]-3-azabicyclo[4.1.0]heptane-3-carboxylate ClC=1C(=C(NC=2C3=C(N=CN2)C=CC(=N3)C32CN(CCC2C3)C(=O)OCC3=CC=CC=C3)C=CC1Cl)F